3,4,5-Trihydroxy-N-octyl-benzamide OC=1C=C(C(=O)NCCCCCCCC)C=C(C1O)O